3-AMINO-4-(TRIFLUOROMETHOXY)BENZALDEHYDE NC=1C=C(C=O)C=CC1OC(F)(F)F